1-(2-{1-(3-ethyl-1,2-oxazol-5-yl)methyl-1H-1,2,4-triazol-5-yl}-5-fluorophenyl)ethan-1-ol C(C)C1=NOC(=C1)CN1N=CN=C1C1=C(C=C(C=C1)F)C(C)O